C(C)OC(NSCNC1=C(C=CC=C1)Cl)=O N-[(2-chlorophenyl)aminomethylthio]carbamic acid ethyl ester